1-[2-(Azetidin-1-yl)-4,6-diisopropyl-pyrimidin-5-yl]-6-chloro-4-[(2S,5R)-2,5-dimethyl-4-prop-2-enoyl-piperazin-1-yl]-7-(2-fluorophenyl)pyrido[2,3-d]pyrimidin-2-one N1(CCC1)C1=NC(=C(C(=N1)C(C)C)N1C(N=C(C2=C1N=C(C(=C2)Cl)C2=C(C=CC=C2)F)N2[C@H](CN([C@@H](C2)C)C(C=C)=O)C)=O)C(C)C